1-(4-fluoro-2-methylphenyl)-3-(2-oxohexahydro-pyrimidin-5-yl)-7-(trifluoromethyl)-2,3-dihydroquinazolin-4(1H)-one FC1=CC(=C(C=C1)N1CN(C(C2=CC=C(C=C12)C(F)(F)F)=O)C1CNC(NC1)=O)C